5-[5-Methyl-2-(2-methyl-3-trifluoromethyl-phenylamino)-pyrimidin-4-ylamino]-3H-benzooxazol-2-one CC=1C(=NC(=NC1)NC1=C(C(=CC=C1)C(F)(F)F)C)NC=1C=CC2=C(NC(O2)=O)C1